(rac)-((1s,3s)-3-hydroxy-3-methylcyclobutyl)(6-(2-methyl-4-(trifluoromethyl)benzyl)-2-azaspiro[3.4]oct-2-yl)methanone tert-butyl-(R)-2-methylaziridine-1-carboxylate C(C)(C)(C)OC(=O)[N@]1C(C1)C.OC1(CC(C1)C(=O)N1CC2(C1)C[C@H](CC2)CC2=C(C=C(C=C2)C(F)(F)F)C)C |&1:23|